ClC1=C(C#N)C(=CC=N1)NC1=CC2=C(N(C(N2C[C@H]2N(CCC2)CC(F)F)=O)C)C=C1 (S)-2-chloro-4-((3-((1-(2,2-difluoroethyl)pyrrolidin-2-yl)methyl)-1-methyl-2-oxo-2,3-dihydro-1H-benzo[d]imidazol-5-yl)amino)nicotinonitrile